COC(=O)C1=NN(C(=C1NC(CC)=O)F)C1OCCCC1 C5-fluoro-4-(N-methylacetylamino)-1-(tetrahydro-2H-pyran-2-yl)-1H-pyrazole-3-carboxylic acid methyl ester